1-(6-ethyl-4-methyl-3-(1-methyl-1H-pyrazol-3-yl)-8-(1-methyl-1H-pyrazol-5-yl)quinolin-2-yl)-N-((3R,4S)-3-fluorotetrahydro-2H-pyran-4-yl)piperidin-4-amine C(C)C=1C=C2C(=C(C(=NC2=C(C1)C1=CC=NN1C)N1CCC(CC1)N[C@@H]1[C@H](COCC1)F)C1=NN(C=C1)C)C